N-[3-[2,5-bis(difluoromethoxy)phenyl]-1-[[2-[1-[4-(dimethylamino)butyl]azetidin-3-yl]tetrazol-5-yl]methyl]pyrazol-4-yl]pyrazolo[1,5-a]pyrimidine-3-carboxamide FC(OC1=C(C=C(C=C1)OC(F)F)C1=NN(C=C1NC(=O)C=1C=NN2C1N=CC=C2)CC=2N=NN(N2)C2CN(C2)CCCCN(C)C)F